2-(2,2-Diethoxyethyl)-3-propionylisoindolin-1-one C(C)OC(CN1C(C2=CC=CC=C2C1C(CC)=O)=O)OCC